BrC1=CC=C2C=C(NC2=C1)C(=O)N[C@H](C(=O)N[C@@H](C[C@H]1C(NCC1)=O)C#N)CC(C)(C)C 6-bromo-N-[(2S)-1-({(1S)-1-cyano-2-[(3S)-2-oxopyrrolidin-3-yl]ethyl}amino)-4,4-dimethyl-1-oxopentan-2-yl]-1H-indole-2-carboxamide